4-Amino-1-methyl-1,4,5,7-tetrahydro-6H-pyrazolo[3,4-c]pyridine-6-carboxylic acid tert-butyl ester C(C)(C)(C)OC(=O)N1CC2=C(C(C1)N)C=NN2C